C(C)[C@H]1N=C(CC1)OC (R)-2-ethyl-5-methoxy-3,4-dihydro-2H-pyrrole